C(C)(=O)O.FC1=C(C(=CC=2N(C=NC21)C)C(=O)N2CC(C2)(O)[C@H]2NCCCC2)NC2=C(C=C(C=C2)I)F 1-({4-fluoro-5-[(2-fluoro-4-iodophenyl)amino]-1-methyl-1H-benzimidazol-6-yl}carbonyl)-3-[(2S)-piperidin-2-yl]Azetidin-3-ol acetate salt